The molecule is a steroid alkaloid that is 5alpha-pregnane substituted by a N-methylamino group at position 20 and a beta-N-methylbenzamido group at position 3. Isolated from Sarcococca hookeriana, it exhibits antiplasmodial activity and inhibitory activity against cholinesterase. It has a role as a metabolite, an antiplasmodial drug and an EC 3.1.1.8 (cholinesterase) inhibitor. It is a steroid alkaloid and a member of benzamides. It derives from a hydride of a 5alpha-pregnane. C[C@@H]([C@H]1CC[C@@H]2[C@@]1(CC[C@H]3[C@H]2CC[C@@H]4[C@@]3(CC[C@@H](C4)N(C)C(=O)C5=CC=CC=C5)C)C)NC